4-(methoxymethyl)-6-(thiazol-2-ylmethoxy)-9H-pyrido[3,4-b]indole-3-carboxylic acid COCC1=C(N=CC=2NC3=CC=C(C=C3C21)OCC=2SC=CN2)C(=O)O